C(C1=CC=CC=C1)OC(=O)N1[C@@H](C[C@H](C1)NC(=O)OC(C)(C)C)C(=O)O (2S,4R)-1-((benzyloxy)carbonyl)-4-((tert-butoxycarbonyl)amino)pyrrolidine-2-carboxylic acid